C(C)C1=C(C(=CC=C1)F)N1N=C2C(=CC1=O)NN=C2C=2C=NC(=NC2)N2CCN(CC2)C 5-(2-ethyl-6-fluorophenyl)-3-(2-(4-methylpiperazin-1-yl)pyrimidin-5-yl)-1H-pyrazolo[4,3-c]pyridazin-6(5H)-one